tert-butyl N-[(1R,3S)-3-(benzamidocarbamoyl)cyclohexyl]carbamate C(C1=CC=CC=C1)(=O)NNC(=O)[C@@H]1C[C@@H](CCC1)NC(OC(C)(C)C)=O